N-(2-(4-(2-aminopropan-2-yl)-6-(4-(trifluoromethyl)phenyl)pyridin-2-yl)-3,3,3-trifluoro-2-hydroxypropyl)-1'-methyl-1'H-[1,3'-bipyrazole]-5'-carboxamide NC(C)(C)C1=CC(=NC(=C1)C1=CC=C(C=C1)C(F)(F)F)C(CNC(=O)C1=CC(=NN1C)N1N=CC=C1)(C(F)(F)F)O